5-hydroxy-3-benzyl-1-(4-vinylbenzyl)-1H-1,2,4-triazole OC1=NC(=NN1CC1=CC=C(C=C1)C=C)CC1=CC=CC=C1